diethyl dioleate tartrate C(=O)(O)C(O)C(O)C(=O)O.C(CCCCCCC\C=C/CCCCCCCC)(=O)OCC.C(CCCCCCC\C=C/CCCCCCCC)(=O)OCC